N1(N=NC2=C1N=CC=C2)OC(=[N+](C)C)N(C)C O-(7-aza-1H-benzotriazole-1-yl)-N,N,N',N'-tetramethyl-uronium